5-((2S,3R,4S,5R)-3,4-dihydroxy-5-(hydroxymethyl)tetrahydrofuran-2-yl)-1-(2-methoxyethyl)pyrimidine O[C@H]1[C@@H](O[C@@H]([C@H]1O)CO)C=1C=NCN(C1)CCOC